benzyl 4-(4-(((2-(tert-butoxycarbonyl(methyl)amino)ethyl)(methyl) amino)methyl)-1-(tetrahydro-2H-pyran-2-yl)-1H-pyrazol-3-yl)-5,6-dihydropyridine-1(2H)-carboxylate C(C)(C)(C)OC(=O)N(CCN(C)CC=1C(=NN(C1)C1OCCCC1)C1=CCN(CC1)C(=O)OCC1=CC=CC=C1)C